CC(=CCC/C(=C/CC/C(=C/CC/C(=C/CC/C(=C/CC/C(=C/CC/C(=C/CC/C(=C/CC1=C(C(=CC(=C1)C(=O)O)OC)[O-])/C)/C)/C)/C)/C)/C)/C)C The molecule is a 3-methoxy-4-hydroxy-5-all-trans-polyprenylbenzoate in which the polyprenyl component is specified as octaprenyl. It is a conjugate base of a 3-methoxy-4-hydroxy-5-all-trans-octaprenylbenzoic acid.